methyl 2-(((1R*,6R*)-5-(6-((4-cyano-2-fluorobenzyl)oxy)pyridin-2-yl)-2,5-diazabicyclo[4.2.0]octan-2-yl)methyl)-4-methoxy-1-(((S)-oxetan-2-yl)methyl)-1H-benzo[d]imidazole-6-carboxylate C(#N)C1=CC(=C(COC2=CC=CC(=N2)N2CCN([C@@H]3CC[C@@H]23)CC2=NC3=C(N2C[C@H]2OCC2)C=C(C=C3OC)C(=O)OC)C=C1)F |o1:18,21|